((3Z)-4-amino-5-fluoro-3-(5-(4-methylpiperazin-1-yl)-1,3-dihydrobenzimidazol-2-ylidene)quinolin-2-one) NC=1/C(/C(N=C2C=CC=C(C12)F)=O)=C\1/NC2=C(N1)C=CC(=C2)N2CCN(CC2)C